(Z)-hexadec-11-enoic acid C(CCCCCCCCC\C=C/CCCC)(=O)O